2-Cyano-4-[4-(dibutoxymethyl)piperidin-1-yl]benzoic acid Lithium hydroxide [OH-].[Li+].C(#N)C1=C(C(=O)O)C=CC(=C1)N1CCC(CC1)C(OCCCC)OCCCC